CC1=C(C=CC(=C1)C)[C@H]([C@H](C)OC([C@@H](NC(=O)C1=NC=CC(=C1OC(C)=O)OC)C)=O)C(C)C (3-acetoxy-4-methoxypyridinoyl)-L-alanine (2S,3R)-3-(2,4-dimethylphenyl)-4-methylpent-2-yl ester